1-(methylaminosulfonyl)piperidin CNS(=O)(=O)N1CCCCC1